C(CCC)[SH+]C butylmethylsulfonium